FC1=CC=C(C=C1)C=1C=C2C(=NC=NC2=C(C1)OC)NCC=1C=NC=2N(C1)C=CN2 6-(4-fluorophenyl)-N-(imidazo[1,2-a]pyrimidin-6-ylmethyl)-8-methoxyquinazolin-4-amine